ClC=1C=C(OC2C(C(C2(C)C)NC(=O)C=2C=NC(=NC2)CNC(OC(C)(C)C)=O)(C)C)C=CC1C#N tert-butyl N-[[5-[[3-(3-chloro-4-cyano-phenoxy)-2,2,4,4-tetramethyl-cyclobutyl]carbamoyl]pyrimidin-2-yl]methyl]carbamate